2',6'-dimethoxy[1,1'-biphenyl] COC1=C(C(=CC=C1)OC)C1=CC=CC=C1